COC1=C(C=CC(=C1)OC)N1C(C(C(C2=C1N=C(N=C2)NC2=C(C=CC=C2)OC)=O)C(=O)OC(C)(C)C)=O tert-butyl 8-(2,4-dimethoxyphenyl)-2-[(2-methoxyphenyl)amino]-5,7-dioxo-6H-pyrido[2,3-d]pyrimidine-6-carboxylate